4-chloro-1-cyclopentyl-2,3-dihydro-1H-inden-1-amine ClC1=C2CCC(C2=CC=C1)(N)C1CCCC1